(5-(pyridin-2-yl)-7-toluenesulfonyl-7H-pyrrolo[2,3-d]pyrimidin-4-yl)piperazine-1-carboxylic acid tert-butyl ester C(C)(C)(C)OC(=O)N1C(CNCC1)C=1C2=C(N=CN1)N(C=C2C2=NC=CC=C2)S(=O)(=O)CC2=CC=CC=C2